14-linoleoyloxy-tetradecanoic acid C(CCCCCCC\C=C/C\C=C/CCCCC)(=O)OCCCCCCCCCCCCCC(=O)O